N-(3-(5-chloro-2-(difluoromethoxy)phenyl)-1H-pyrazol-4-yl)-5H-pyrrolo[3,2-b]pyrazine-2-carboxamide ClC=1C=CC(=C(C1)C1=NNC=C1NC(=O)C1=CN=C2C(=N1)C=CN2)OC(F)F